6,7-dichloro-1-(2-isopropyl-4-methylpyridin-3-yl)pyrido[2,3-d]pyrimidine ClC1=CC2=C(N(CN=C2)C=2C(=NC=CC2C)C(C)C)N=C1Cl